ClC=1C(=NN(C1)C(=O)N1CC2CN(CC2C1)CC1=C(C=CC(=C1)Cl)Cl)C(=O)O 4-chloro-1-(5-(2,5-dichlorobenzyl)octahydropyrrolo[3,4-c]pyrrole-2-carbonyl)-1H-pyrazole-3-carboxylic acid